5,6-dibromo-2-(methyl)-1H-benzimidazole BrC1=CC2=C(NC(=N2)C)C=C1Br